3-(2-chloro-5-fluoropyrimidin-4-yl)-5,6-difluoro-1-methyl-1H-indole ClC1=NC=C(C(=N1)C1=CN(C2=CC(=C(C=C12)F)F)C)F